N-((4-bromo-1-methyl-1H-imidazol-2-yl)methyl)-2-methylpropane-2-sulfinamide BrC=1N=C(N(C1)C)CNS(=O)C(C)(C)C